(5-((3-(cyclopropylmethyl)-2,4,5-trioxoimidazolidin-1-yl)methyl)-1,2,4-oxadiazol-3-yl)-N-((6,6-dimethyltetrahydro-2H-pyran-2-yl)methyl)-N-(2-methoxyphenyl)acetamide C1(CC1)CN1C(N(C(C1=O)=O)CC1=NC(=NO1)CC(=O)N(C1=C(C=CC=C1)OC)CC1OC(CCC1)(C)C)=O